benzyl 1-((tert-Butoxycarbonyl) amino)-6-azaspiro[3.4]octane-6-carboxylate C(C)(C)(C)OC(=O)NC1CCC12CN(CC2)C(=O)OCC2=CC=CC=C2